(trans)-Methyl 6-(4-((tert-butoxycarbonyl)amino)cyclohexyl)-4-(2-chloro-4-fluorophenyl)-2-(3,5-difluoropyridin-2-yl)-1,4-dihydropyrimidine-5-carboxylate C(C)(C)(C)OC(=O)N[C@@H]1CC[C@H](CC1)C1=C(C(N=C(N1)C1=NC=C(C=C1F)F)C1=C(C=C(C=C1)F)Cl)C(=O)OC